platinum-palladium-rhodium-iridium-ruthenium [Ru].[Ir].[Rh].[Pd].[Pt]